FC1=C(C=C2CN(C(C2=C1)=O)C1C(NC(CC1)=O)=O)CN1CCN(CC1)C1CCN(CC1)C1=CC=C(C=C1)[C@H]1[C@H](COC2=CC(=CC=C12)O)C1=CC=CC=C1 3-(6-fluoro-5-((4-(1-(4-((3S,4R)-7-hydroxy-3-phenylchroman-4-yl)phenyl)piperidine-4-yl)piperazin-1-yl)methyl)-1-oxoisoindolin-2-yl)piperidine-2,6-dione